FC(C(=O)N1[C@H](CN(CC1)C=1C2=C(N=C(N1)OC[C@H]1N(CCC1)C)CC(OC2)C2=CC=CC1=CC=CC=C21)CC#N)=C 2-((2S)-1-(2-fluoroacryloyl)-4-(2-(((S)-1-methylpyrrolidin-2-yl)methoxy)-7-(naphthalen-1-yl)-7,8-dihydro-5H-pyrano[4,3-d]pyrimidin-4-yl)piperazin-2-yl)acetonitrile